NC=1C=2N(C=CN1)C(=NC2C2=CC(=C(C=C2)NC(OC(C)(C)C)=O)OC)CCN2CCN(CC2)C tert-Butyl (4-(8-amino-3-(2-(4-methylpiperazin-1-yl)ethyl)imidazo[1,5-a]pyrazin-1-yl)-2-methoxyphenyl)carbamate